5-fluoro-2,4-dimethoxy-6-methylpyridine FC=1C(=CC(=NC1C)OC)OC